C(#N)C(C)(C)NC(=O)C1=NC=CC(=C1)NC(=O)C=1N(C2=CC=CC=C2C1)CC N-[2-[(1-cyano-1-methyl-ethyl)carbamoyl]-4-pyridinyl]-1-ethyl-indole-2-carboxamide